4-Ethyl-oct-1-en-3-one C(C)C(C(C=C)=O)CCCC